tert-butyl 2-(diethoxyphosphoryl)-3-(3-(4-neopentylbenzyl)-1,2,4-oxadiazol-5-yl)propanoate C(C)OP(=O)(OCC)C(C(=O)OC(C)(C)C)CC1=NC(=NO1)CC1=CC=C(C=C1)CC(C)(C)C